ClC1=NC=C(C(=N1)C=1C=C2C(=CC=NC2=C(C1)F)C(=O)NC)F 6-(2-chloro-5-fluoropyrimidin-4-yl)-8-fluoro-N-methylquinoline-4-carboxamide